C(=O)O.C1(CC1)CN1C(=CC=2C1=NC=CC2)C2=NC1=C(N2C)C(=CC(=C1)C(=O)N1C2CCC(C1)[C@H]2NC(C)=N)OC N-[(7R)-2-{2-[1-(cyclopropylmethyl)-1H-pyrrolo[2,3-b]pyridin-2-yl]-7-methoxy-1-methyl-1H-1,3-benzodiazole-5-carbonyl}-2-azabicyclo[2.2.1]heptan-7-yl]ethanimidamide formate salt